NCCCO[Si](OC)(C)CCCN (aminoethyl)-gamma-aminopropyl-methyldimethoxysilane